ClC=1C=C2C(=NC1)NC(C21CCC(CC1)=O)=O 5'-chloro-4H-spiro[cyclohexane-1,3'-pyrrolo[2,3-b]pyridine]-2',4(1'H)-dione